[2-(dichlorosilyl)ethyl]ethylsilane Cl[SiH](CC[SiH2]CC)Cl